2-(4-chloro-3-cyclopropylphenyl)-1-(4-{[1,2,4]triazolo[4,3-b]pyridazin-6-yl}piperazin-1-yl)ethan-1-one ClC1=C(C=C(C=C1)CC(=O)N1CCN(CC1)C=1C=CC=2N(N1)C=NN2)C2CC2